C1(CC1)[C@H](NC([C@@H]1NCCC1)=O)C1=CC=C(C=C1)C(F)(F)F N-((S)-cyclopropyl-(4-(trifluoromethyl)phenyl)methyl)-D-prolinamide